C(C)OC(=O)C1C(CCCC1C)(C)C 2,2,6-Trimethyl-cyclohexanecarboxylic acid ethyl ester